F[C@]1(C[C@@H]2C[C@H](NC[C@@H]2CC1)C(=O)OCC)CCC1=NN=NN1 Ethyl (3S,4aS,6S,8aR)-6-fluoro-6-[2-(1H-1,2,3,4-tetrazol-5-yl)ethyl]-decahydroisoquinoline-3-carboxylate